Cl.NC\C=C(\CN1N=NC2=C1C=C(C=C2C2=C(C=CC(=C2)S(N(CC)CC)(=O)=O)OC)C(=O)N(C)OC)/F (Z)-1-(4-amino-2-fluoro-but-2-en-1-yl)-4-(5-(N,N-diethylsulfamoyl)-2-methoxyphenyl)-N-methoxy-N-methyl-1H-benzo[d][1,2,3]triazole-6-carboxamide hydrochloride